ClC1=CC=C(C=C1)C1=CC(=NC(=N1)C=1C=NN(C1)C)C(=O)NC1=NN(C2=CC=CC=C12)C 6-(4-chlorophenyl)-N-(1-methyl-1H-indazol-3-yl)-2-(1-methyl-1H-pyrazol-4-yl)pyrimidine-4-carboxamide